(S)-beta-homotyrosine N[C@@H](CC1=CC=C(C=C1)O)CC(=O)O